8-cyclopentyl-2-((3-fluoro-4-(piperidin-4-yl)phenyl)amino)-7-oxo-7,8-dihydropyrido[2,3-d]pyrimidine-6-carbonitrile C1(CCCC1)N1C(C(=CC2=C1N=C(N=C2)NC2=CC(=C(C=C2)C2CCNCC2)F)C#N)=O